FC1=C(C=C(CC=2NC(=NN2)C(=O)NC2=NC=CC(=C2)C2=C(C=CC(=C2)OCCCC(C)(C)O)C)C=C1)OC 5-(4-fluoro-3-methoxybenzyl)-N-(4-(5-((4-hydroxy-4-methylpentyl)oxy)-2-methylphenyl)pyridin-2-yl)-4H-1,2,4-triazole-3-carboxamide